5-bromo-1-(2-(3-(4-fluorobenzyl)pyrrolidin-1-yl)-2-oxoethyl)pyridin-2(1H)-one BrC=1C=CC(N(C1)CC(=O)N1CC(CC1)CC1=CC=C(C=C1)F)=O